N1=C(N=CC=C1)S(=O)(=O)C1=NC=CC=N1 Pyrimidyl sulfone